C(C)(C)(C)C1=CC=C(C=C1)C(=O)NCC(=O)NCC(=O)NCC(=O)N[C@H](C(=O)N[C@H](C(=O)OC)CO)CCCCNC(=O)OCC1C2=CC=CC=C2C=2C=CC=CC12 methyl (2S)-2-[(2S)-2-[2-(2-{2-[(4-tert-butylphenyl)formamido]acetamido}acetamido)acetamido]-6-{[(9H-fluoren-9-ylmethoxy)carbonyl]amino}hexanamido]-3-hydroxypropanoate